OC1=C(C(=C(C=2CCCC12)C(=O)OC(C)(C)C)C)C tert-butyl 7-hydroxy-5,6-dimethyl-2,3-dihydro-1H-indene-4-carboxylate